Cl.FC(C1=CC(=NC=C1)N1CCNCC1)(F)F 1-(4-(trifluoromethyl)pyridin-2-yl)piperazine hydrochloride